sodium 4-(8-((2-cyclopropyl-5-ethoxy-4'-fluoro-[1,1'-biphenyl]-4-yl)methyl)-3-oxo-2,8-diazaspiro[4.5]decan-2-yl)benzenesulfonate C1(CC1)C1=C(C=C(C(=C1)CN1CCC2(CC(N(C2)C2=CC=C(C=C2)S(=O)(=O)[O-])=O)CC1)OCC)C1=CC=C(C=C1)F.[Na+]